4,4'-sulfonyldiphthalic acid S(=O)(=O)(C=1C=C(C(C(=O)O)=CC1)C(=O)O)C=1C=C(C(C(=O)O)=CC1)C(=O)O